(1s,2r)-2-((S)-8-(benzo[d]isoxazol-3-ylmethoxy)-5-chloro-1-((2-oxopyrrolidin-1-yl)methyl)-1,2,3,4-tetrahydroisoquinoline-2-carbonyl)-N-methylcyclohexane-1-carboxamide O1N=C(C2=C1C=CC=C2)COC=2C=CC(=C1CCN([C@@H](C21)CN2C(CCC2)=O)C(=O)[C@H]2[C@H](CCCC2)C(=O)NC)Cl